ClC=1C=C(C=C(C1)NS(=O)(=O)C)NC(=O)C=1C=NN(C1)C1=NC=C(C=C1OCC1=CC(=CC(=C1)F)F)OC N-(3-chloro-5-(methylsulfonamido)phenyl)-1-(3-((3,5-difluorobenzyl)oxy)-5-methoxypyridin-2-yl)-1H-pyrazole-4-carboxamide